ethyl (S)-2-((2-methyl-3-((5-(methylthio)pyrimidin-2-yl)amino)propyl)amino)benzo[d]thiazole-6-carboxylate C[C@H](CNC=1SC2=C(N1)C=CC(=C2)C(=O)OCC)CNC2=NC=C(C=N2)SC